FC=1C=C2C(=C(C(=NC2=NC1C1=C(C=CC=C1OC)F)O)[N+](=O)[O-])O 6-Fluoro-7-(2-Fluoro-6-methoxyphenyl)-3-nitro-1,8-naphthyridine-2,4-diol